2-amino-5-bromo-3-(2,2-difluoroethoxy)benzoic acid methyl ester COC(C1=C(C(=CC(=C1)Br)OCC(F)F)N)=O